1-(3-(6-chloro-5-methoxy-1-methyl-1H-pyrrolo[3,2-b]pyridin-2-yl)-1H-1,2,4-triazol-5-yl)-2-methoxy-N,N-dimethylethan-1-amine ClC=1C=C2C(=NC1OC)C=C(N2C)C2=NNC(=N2)C(COC)N(C)C